[Si](C)(C)(C(C)(C)C)O[C@H]1[C@@H]([C@@H](O[C@@H]1CO[Si](C)(C)C(C)(C)C)N1C(NC(C=C1)=O)=O)F 1-[(2R,3S,4R,5R)-4-[(tert-butyldimethylsilyl)oxy]-5-{[(tert-butyldimethylsilyl)oxy]methyl}-3-fluorooxolan-2-yl]-3H-pyrimidine-2,4-dione